FC=1C=C2C=C(NC2=CC1OCC1=CC(=NO1)C)CNC(=O)N1CCC1 N-((5-fluoro-6-((3-methylisoxazol-5-yl)methoxy)-1H-indol-2-yl)methyl)azetidine-1-carboxamide